BrC=1C=2N(C(=C(C1)OCC(C)(C)O)C)N=CC2C#N 4-bromo-6-(2-hydroxy-2-methylpropoxy)-7-methylpyrazolo[1,5-a]pyridine-3-carbonitril